[Li].[Na].[K] potassium-sodium lithium